CN(C1=CC=C(C=C1)/C=C/C(=O)O[C@@H]1C(OC2=CC3=C(C=C2C1)C=CC(O3)=O)(C)C)C (S,E)-2,2-dimethyl-8-oxo-2,3,4,8-tetrahydropyrano[3,2-g]chromen-3-yl 3-(4-(dimethylamino)phenyl)acrylate